OC1CCN(CC1)C=1C=CC(=NC1)NC=1C2=C(C(=NC1)C=1C=NN3C1CCCC3)CNC2=O 7-((5-(4-hydroxypiperidin-1-yl)pyridin-2-yl)amino)-4-(4,5,6,7-tetrahydro-pyrazolo[1,5-a]pyridin-3-yl)-2,3-dihydro-1H-pyrrolo[3,4-c]pyridin-1-one